C(#N)C1=NNC2=C(C=CC(=C12)C)NS(=O)(=O)C=1C=NN(C1)[C@H](CO)CF N-(3-Cyano-4-methyl-1H-indazol-7-yl)-1-[(1R)-1-(fluoromethyl)-2-hydroxy-ethyl]pyrazol-4-sulfonamid